C(CCC)C=1N(C(=C(N1)Cl)CO)CC1=CC=C(C=C1)C=1C(=CC=CC1)C#N 4'-[(2-butyl-4-chloro-5-hydroxymethyl-1H-imidazol-1-yl)methyl]biphenyl-2-carbonitrile